N-(4-methoxyphenyl)propane-1,1,1,3,3,3-d6-2-amine COC1=CC=C(C=C1)NC(C([2H])([2H])[2H])C([2H])([2H])[2H]